bisbiotin phosphate P(=O)(O)(O)O.OC(=O)CCCC[C@@H]1SC[C@@H]2NC(=O)N[C@H]12.OC(=O)CCCC[C@@H]1SC[C@@H]2NC(=O)N[C@H]12